CC1=C(C2=C(CCC(O2)(C)C(=O)O)C(=C1O)C)C (+/-)-6-hydroxy-2,5,7,8-tetramethylchromane-2-carboxylic acid